3-(3-cyano-6-(1-methyl-1H-pyrazol-4-yl)pyrazolo[1,5-a]pyridin-4-yl)-N-(1-(6-methoxypyridin-3-yl)ethyl)-2,5-dihydro-1H-pyrrole-1-carboxamide C(#N)C=1C=NN2C1C(=CC(=C2)C=2C=NN(C2)C)C=2CN(CC2)C(=O)NC(C)C=2C=NC(=CC2)OC